NC(C#CC=1C=C(C=2N(C1)N=CC2C#N)C=2C=CC(=NC2)N2CCC(CC2)(C)NC(C2=C(C=CC(=C2)F)C)=O)(C)C N-(1-(5-(6-(3-amino-3-methylbut-1-yn-1-yl)-3-cyanopyrazolo[1,5-a]pyridin-4-yl)pyridin-2-yl)-4-methylpiperidin-4-yl)-5-fluoro-2-methylbenzamide